2,9,10-trimethoxy-3-((2-nitrobenzyl)oxy)-13-(pent-4-yn-1-yl)-5,6-dihydroisoquinolino[3,2-a]isoquinolin-7-ium COC=1C(=CC=2CC[N+]3=C(C2C1)C(=C1C=CC(=C(C1=C3)OC)OC)CCCC#C)OCC3=C(C=CC=C3)[N+](=O)[O-]